Chloropropyne ClC#CC